(endo)-acrylate C(C=C)(=O)[O-]